2-(2,5-dioxoimidazolidin-4-yl)acetic acid O=C1NC(C(N1)CC(=O)O)=O